Gold(I) bromid [Au]Br